ClCC(=O)NCC#C 2-chloro-N-(prop-2-yn-1-yl)acetamide